2-(2-methoxy-4-nitrophenyl)-3-(4-nitrophenyl)-5-(2,4-disulfophenyl)-2H-tetrazolium, sodium salt [Na+].COC1=C(C=CC(=C1)[N+](=O)[O-])N1[NH2+]C(=NN1C1=CC=C(C=C1)[N+](=O)[O-])C1=C(C=C(C=C1)S(=O)(=O)O)S(=O)(=O)O